4-(2,5-dimethylphenyl)-2,4,7-trimethyloct-6-enal CC1=C(C=C(C=C1)C)C(CC(C=O)C)(CC=C(C)C)C